FC1=C(C=CC(=C1)C)N1N=NN=C1CNC(=O)NCC1=NN=NN1C1=C(C=C(C=C1)C)F 1,3-bis({[1-(2-fluoro-4-methylphenyl)-1H-1,2,3,4-tetrazol-5-yl]methyl})urea